cesium thioethoxide [S-]CC.[Cs+]